ClC=1C=C(C=CC1N1C(N(C=C1)C)=O)C1=C(C(=CC(=C1)F)C=1C=NC(=C(C1)N1CCN(CC1)C(C)C)Cl)O 1-(3-chloro-3'-(6-chloro-5-(4-isopropylpiperazin-1-yl)pyridin-3-yl)-5'-fluoro-2'-hydroxy-[1,1'-biphenyl]-4-yl)-3-methyl-1H-imidazol-2(3H)-one